tert-butyl 4-(4-bromo-5-(2,4-difluorophenoxy)-2-nitrophenyl)-3,6-dihydropyridine-1(2H)-carboxylate BrC1=CC(=C(C=C1OC1=C(C=C(C=C1)F)F)C=1CCN(CC1)C(=O)OC(C)(C)C)[N+](=O)[O-]